dichloro(o-isopropoxybenzylidene)ruthenium Cl[Ru](=CC1=C(C=CC=C1)OC(C)C)Cl